FC1(CC(CC1)NC(OCC1=CC=CC=C1)=O)F benzyl (3,3-difluorocyclopentyl)carbamate